COC=1C=C2C(=NC=NC2=CC1OC)N1CCC2(CC(C2)S(=O)(C)=N)CC1 (7-(6,7-dimethoxyquinazolin-4-yl)-7-azaspiro[3.5]nonan-2-yl)(imino)(methyl)-λ6-sulfanone